3-((3-(4-(1H-pyrazol-4-yl)phenyl)-2-oxo-8-oxa-1,3-diazaspiro[4.5]decan-1-yl)methyl)-N-cyclobutylbenzamide N1N=CC(=C1)C1=CC=C(C=C1)N1C(N(C2(C1)CCOCC2)CC=2C=C(C(=O)NC1CCC1)C=CC2)=O